COC(=O)C1=NC=C(C=C1O)C hydroxy-5-methylpyridinecarboxylic acid methyl ester